FC1=C(OC2CCN(CC2)C2=NC=C(C(=O)O)C=C2[N+](=O)[O-])C=CC(=C1)F 6-(4-(2,4-difluorophenoxy)piperidin-1-yl)-5-nitronicotinic acid